N-(3,4-dichlorophenyl)-6-(4-(4-methylpiperazin-1-yl)phenyl)quinolin-4-amine ClC=1C=C(C=CC1Cl)NC1=CC=NC2=CC=C(C=C12)C1=CC=C(C=C1)N1CCN(CC1)C